BrCCC1=C(C=C(C=C1)[N+](=O)[O-])F 1-(2-bromoethyl)2-fluoro-4-nitrobenzene